FC1=CC=C(C=C1)[C@@H](C)N (R)-1-(4-fluorophenyl)ethylamine